OCC1CCC(CC1)C(=O)N1OCC[C@H]1C1=NC(=CN=C1)OC [4-(hydroxymethyl)cyclohexyl]-[(3S)-3-(6-methoxypyrazin-2-yl)isoxazolidin-2-yl]methanone